methyl-2-oxo-3,6-dihydropyrimidine CN1C(NCC=C1)=O